FC1=CC=CC(=N1)CC1=CC(=NC=C1)C(=O)N[C@@H]1C(N(C2=C(OC1)C=CC(=C2)C#CC2COC2)C)=O (S)-4-((6-fluoropyridin-2-yl)methyl)-N-(5-methyl-7-(oxetan-3-ylethynyl)-4-oxo-2,3,4,5-tetrahydrobenzo[b][1,4]oxazepin-3-yl)pyridineamide